ethyl-3H-imidazo[4,5-b]pyridin C(C)C1=NC=2C(=NC=CC2)N1